ClC=1C(=CC(=NC1)F)C(COC(=O)C1CCCC=2N1C(C=C(N2)C2=C(C(=CC=C2N)Cl)F)=O)=O.NCC(CN)O 1,3-diamino-2-hydroxypropane 2-(5-chloro-2-fluoropyridin-4-yl)-2-oxoethyl-2-(6-amino-3-chloro-2-fluorophenyl)-4-oxo-6,7,8,9-tetrahydro-4H-pyrido[1,2-a]pyrimidine-6-carboxylate